FC1=CC=C(C=C1)C=1SC=C(N1)C(C)(C)NC(O[C@@H]1CN2CCC1CC2)=O [(3S)-1-azabicyclo[2.2.2]octan-3-yl] N-[2-[2-(4-fluorophenyl)-1,3-thiazol-4-yl]propan-2-yl]carbamate